1-(6-methanesulfonylpyridin-3-yl)-3-(3-{4-[(1-methylpiperidin-4-yl)amino]-1-(2,2,2-trifluoroethyl)-1H-indol-2-yl}prop-2-yn-1-yl)urea CS(=O)(=O)C1=CC=C(C=N1)NC(=O)NCC#CC=1N(C2=CC=CC(=C2C1)NC1CCN(CC1)C)CC(F)(F)F